FC1=C(C(=CC2=CC=C(C=C12)OCCC1CCNCC1)O)N1CC(NS1(=O)=O)=O 5-{1-fluoro-3-hydroxy-7-[2-(piperidin-4-yl)ethoxy]naphthalen-2-yl}-1λ6,2,5-thiadiazolidine-1,1,3-trione